2-[2-(2-allyloxyethoxy)ethoxy]ethyl 4-methylbenzenesulfonate CC1=CC=C(C=C1)S(=O)(=O)OCCOCCOCCOCC=C